(+/-)-isopropyl (1S,3S)-3-((2-(4-(((cyclopentyl(methyl)carbamoyl)oxy)methyl)-3-methylisoxazol-5-yl)-4-methylpyrimidin-5-yl)oxy)cyclohexane-1-carboxylate C1(CCCC1)N(C(=O)OCC=1C(=NOC1C1=NC=C(C(=N1)C)O[C@@H]1C[C@H](CCC1)C(=O)OC(C)C)C)C |r|